((2S,3S,4S)-5-chloro-6-fluoro-2-(hydroxymethyl)-3-methyl-2-phenyl-2,3-dihydrobenzofuran-4-yl)-3-fluoro-4-((2S)-2-((tetrahydro-2H-pyran-2-yl)oxy)propoxy)benzonitrile ClC=1C(=CC2=C([C@@H]([C@](O2)(C2=CC=CC=C2)CO)C)C1C1=C(C#N)C=CC(=C1F)OC[C@H](C)OC1OCCCC1)F